O1CCN(CC1)C=1C2=C(N=C(N1)N1N=C(C=C1)C=1C=C(C=CC1)C)C=C(S2)CN2CCC(CC2)N2CCOCC2 4-(1-((4-morpholino-2-(3-(m-tolyl)-1H-pyrazol-1-yl)thieno[3,2-d]pyrimidin-6-yl)methyl)piperidin-4-yl)morpholine